C(C=C)(=O)O.C(C(=O)O)(=O)O oxalic acid acrylate